N,1-dimethyl-1H-pyrazolo[4,3-c]quinoline-8-carboxamide CNC(=O)C1=CC=2C3=C(C=NC2C=C1)C=NN3C